CC1=C(C(=O)OCC(COS(=O)(=O)ON2[C@@H]3CC[C@H](N(C2=O)C3)C(N)=O)(C)C)C(=CC=C1)C 3-(((((1R,2S,5R)-2-carbamoyl-7-oxo-1,6-diazabicyclo[3.2.1]octan-6-yl)oxy)sulfonyl)oxy)-2,2-dimethylpropyl 2,6-dimethylbenzoate